S1CC=CC=C1.N1=C(C)C(O)=C(CN)C(CO)=C1 Pyridoxamine Compound with Thiainine